N-{(2S,3R)-4,4-difluoro-1-(2-methyl-propanoyl)-2-[(2,2',5'-trifluoro[1,1'-biphenyl]-3-yl)methyl]pyrrolidin-3-yl}-cyclopropanesulfonamide FC1([C@@H]([C@@H](N(C1)C(C(C)C)=O)CC=1C(=C(C=CC1)C1=C(C=CC(=C1)F)F)F)NS(=O)(=O)C1CC1)F